4-[5-(2-aminoethyl)pyrimidin-2-yl]-3-[1-(cyclopropylmethyl)pyrazole-4-carbonyl]benzonitrile NCCC=1C=NC(=NC1)C1=C(C=C(C#N)C=C1)C(=O)C=1C=NN(C1)CC1CC1